C(C)(C)(C)OC(NCCCCOCCNC1=C2C=NN(C2=CC(=C1)C=1C=NN(C1C#N)C1OCCCC1)C1OCCCC1)=O tert-butyl(4-(2-((6-(5-cyano-1-(tetrahydro-2H-pyran-2-yl)-1H-pyrazol-4-yl)-1-(tetrahydro-2H-pyran-2-yl)-1H-indazol-4-yl)amino)ethoxy)butyl)carbamate